carboxypyridazine C(=O)(O)C=1N=NC=CC1